C(C)(=O)C=1C(=NC(=CC1)N1C=NC2=C1C=CC(=C2)NC=2N=NC(=CC2)C)N2CC(N(CC2)CC(F)(F)F)=O 4-[3-acetyl-6-[5-[(6-methylpyridazin-3-yl)amino]benzimidazol-1-yl]-2-pyridyl]-1-(2,2,2-trifluoroethyl)piperazin-2-one